2-(3,5-dichloro-4-((5-isopropyl-1-methyl-6-oxo-1,6-dihydropyridin-3-yl)oxy)phenyl)-3,5-dioxo-2,3,4,5-tetrahydro-1,2,4-triazine-6-carbonitrile ClC=1C=C(C=C(C1OC1=CN(C(C(=C1)C(C)C)=O)C)Cl)N1N=C(C(NC1=O)=O)C#N